γ-Methyl-γ-decanolacton CC1(CC(=O)O1)CCCCCCC